2-(4,6-diphenyl-1,3,5-triazin-2-yl)-5-octyloxyphenol C1(=CC=CC=C1)C1=NC(=NC(=N1)C1=CC=CC=C1)C1=C(C=C(C=C1)OCCCCCCCC)O